C(#N)C=1C=NN2C1C(=CC(=C2)OCC)C=2C=CC(=NC2)N2CCC(CC2)(CO)NC(OC(C)C)=O isopropyl (1-(5-(3-cyano-6-ethoxypyrazolo[1,5-a]pyridin-4-yl)pyridin-2-yl)-4-(hydroxymethyl)piperidin-4-yl)carbamate